4-amino-3-chloro-6-(4-chloro-2-fluoro-3-methoxyphenyl)-2-pyridinecarboxylic acid methyl ester COC(=O)C1=NC(=CC(=C1Cl)N)C1=C(C(=C(C=C1)Cl)OC)F